L-Alanyl-L-Alanine N[C@@H](C)C(=O)N[C@@H](C)C(=O)O